[N+](=O)([O-])C1=CC=C(OP(=O)(OC2=CC=CC=C2)NC2(CC2)C(=O)OCC)C=C1 ethyl 1-(((4-nitrophenoxy)(phenoxy)phosphoryl)amino)cyclopropanecarboxylate